O[C@@H]1C[C@@H](CC[C@H]1C)NC1=NC(=NC=C1C(=O)N)N[C@@H](C)C(C)C 4-((1R,3R,4R)-3-hydroxy-4-methylcyclohexylamino)-2-((S)-3-methylbutan-2-ylamino)pyrimidine-5-carboxamide